CN(C(CN1N=CC(=C1)C1=CC=C(C=N1)CC=1C=C2C(N(C=NC2=C(C1C)C)[C@H]1CCOC[C@@H]1O)=O)=O)C 1,5-anhydro-2,3-dideoxy-3-(6-((6-(1-(2-(dimethylamino)-2-oxoethyl)-1H-pyrazol-4-yl)pyridin-3-yl)methyl)-7,8-dimethyl-4-oxoquinazolin-3(4H)-yl)-L-threo-pentitol